1-(4-((4-(2-acetoxy-3-(1H-imidazol-1-yl)propoxy) phenyl)sulfonyl)-2,6-dichlorophenoxy)-3-chloropropan-2-yl acetate C(C)(=O)OC(COC1=C(C=C(C=C1Cl)S(=O)(=O)C1=CC=C(C=C1)OCC(CN1C=NC=C1)OC(C)=O)Cl)CCl